N1C=NC(=C1)C1=NC=CC(=N1)O 2-(imidazol-4-yl)pyrimidin-4-ol